triphenylphosphine tetrapalladium [Pd].[Pd].[Pd].[Pd].C1(=CC=CC=C1)P(C1=CC=CC=C1)C1=CC=CC=C1